(S)-2-(4-(8-(2-chloro-3-fluorophenyl)-9-(4-((1-(3-fluoropropyl)pyrrolidin-3-yl)oxy)phenyl)-6,7-dihydro-5H-benzo[7]annulen-3-yl)phenyl)propan-2-ol ClC1=C(C=CC=C1F)C=1CCCC2=C(C1C1=CC=C(C=C1)O[C@@H]1CN(CC1)CCCF)C=CC(=C2)C2=CC=C(C=C2)C(C)(C)O